1,6-hexanediol-bis-[3-(3,5-di-t-butyl-4-hydroxyphenyl) propionate] C(C)(C)(C)C=1C=C(C=C(C1O)C(C)(C)C)CCC(=O)OCCCCCCOC(CCC1=CC(=C(C(=C1)C(C)(C)C)O)C(C)(C)C)=O